6-(triethoxysilyl)hexanoic acid methyl ester COC(CCCCC[Si](OCC)(OCC)OCC)=O